NC1=C(C(=NN1C(C)C)C1=CC=C(C=C1)CC(NC1=NOC(=C1)C(C(F)(F)F)(C)C)=O)C(=O)N 5-Amino-1-isopropyl-3-(4-(2-oxo-2-((5-(1,1,1-trifluoro-2-methylpropan-2-yl)isoxazol-3-yl)amino)ethyl)phenyl)-1H-pyrazole-4-carboxamide